O1CCN(CCC1)C(=O)C1=CC2=C(C=N1)C(=NN2CC(F)(F)F)NC=2C=C(C#N)C=CC2 3-[[6-(1,4-oxazepane-4-carbonyl)-1-(2,2,2-trifluoroethyl)pyrazolo[4,3-c]pyridin-3-yl]amino]benzonitrile